CC1=C(C(=CC(=C1)N1CC2=C(N=C(N=C2)C(F)(F)F)CC1)C)C(C(=O)N)C(C)(C)C (2,6-Dimethyl-4-(2-(trifluoromethyl)-7,8-dihydropyrido[4,3-d]pyrimidin-6(5H)-yl)phenyl)-3,3-Dimethylbutanamide